1-(2,2-difluoroethyl)-3-phenyl-4-(4,4,5,5-tetramethyl-1,3,2-dioxaborolan-2-yl)-1H-pyrazole FC(CN1N=C(C(=C1)B1OC(C(O1)(C)C)(C)C)C1=CC=CC=C1)F